benzyl 3-chloro-7,8-dihydropyrido[4,3-c]pyridazine-6(5H)-carboxylate ClC1=CC2=C(N=N1)CCN(C2)C(=O)OCC2=CC=CC=C2